FC1=CC=C(CN2[C@H](CCCC2)C(=O)NC2=CC=C(C=C2)OC=2C=NC=CC2)C=C1 (R)-1-(4-fluorobenzyl)-N-(4-(pyridin-3-yloxy)phenyl)piperidine-2-carboxamide